CC1(CC[C@H](N1)C(=O)N1CCC(CC1)C(=O)C1=C(N(C2=CN=CC=C21)C2=C(C(=O)N(C(C)C)C(C)C)C=C(C=C2)F)C)C (S)-2-(3-(1-(5,5-Dimethylpyrrolidine-2-carbonyl)piperidine-4-carbonyl)-2-methyl-1H-pyrrolo[2,3-c]pyridin-1-yl)-5-fluoro-N,N-diisopropylbenzamide